dimethylsilyl-bis(2-(methyl)-5,5,8,8-tetramethyl-5,6,7,8-tetrahydrobenz(f)indenyl)hafnium C[SiH](C)[Hf](C1=C(CC=2C=C3C(=CC12)C(CCC3(C)C)(C)C)C)C3=C(CC=1C=C2C(=CC31)C(CCC2(C)C)(C)C)C